C1(=CC=CC=C1)C=1N=C(SC1)NC(C(C#N)N=NC1=CC=CC=C1)=O N-(4-phenylthiazol-2-yl)-2-phenylazo-2-cyanoacetamide